ClC=1C=C(C=CC1F)[C@@H]1CN2[C@H](CO1)CN(CC2)C(=O)C2=C(C(=CC=C2)N2CCOCC2)Cl [(3R,9aS)-3-(3-chloro-4-fluoro-phenyl)-3,4,6,7,9,9a-hexahydro-1H-pyrazino[2,1-c][1,4]oxazin-8-yl]-(2-chloro-3-morpholino-phenyl)methanone